tert-butyl (2R)-2-[[(tert-butyldiphenylsilyl)oxy]methyl]-2,3-dihydropyrrole-1-carboxylate [Si](C1=CC=CC=C1)(C1=CC=CC=C1)(C(C)(C)C)OC[C@@H]1N(C=CC1)C(=O)OC(C)(C)C